4H-pyrimido[4,5-d]azepin-4-one N=1C=NC(C=2C1C=CN=CC2)=O